2-(2,6-dioxopiperidin-3-yl)-5-((3-(trans-3-(4-(6-(tetrahydro-2H-pyran-4-yl)pyridin-2-yl)-1H-pyrazol-1-yl)cyclobutyl)propyl)amino)isoindoline-1,3-dione O=C1NC(CCC1N1C(C2=CC=C(C=C2C1=O)NCCC[C@@H]1C[C@H](C1)N1N=CC(=C1)C1=NC(=CC=C1)C1CCOCC1)=O)=O